OC(C(F)(F)F)(C(F)(F)F)C1(CC(N)=CC=C1CC1=CC=C(N)C=C1)C(C(F)(F)F)(O)C(F)(F)F 3,3-bis(1-hydroxy-1-trifluoromethyl-2,2,2-trifluoroethyl)-4,4'-methylenedianiline